C(#N)C1=C(C(=CC2=CC=CC=C12)F)C1=CC=NN1C 5-(1-cyano-3-fluoronaphthalen-2-yl)-1-methyl-1H-pyrazole